benzyl (2-(2-(2-(2-(phenylamino)ethoxy)ethoxy)ethoxy) ethyl)carbamate C1(=CC=CC=C1)NCCOCCOCCOCCNC(OCC1=CC=CC=C1)=O